Methyl 1-[(2R)-2-(tert-butoxycarbonylamino)propyl]-3,3-difluoro-2,4-dihydrothieno[3,4-b]pyridine-7-carboxylate C(C)(C)(C)OC(=O)N[C@@H](CN1C=2C(CC(C1)(F)F)=CSC2C(=O)OC)C